3-(((4-Phenylpyridin-2-yl)amino)methyl)pyrrolidine-1-carbonitrile C1(=CC=CC=C1)C1=CC(=NC=C1)NCC1CN(CC1)C#N